5-(6-chloro-7-fluoro-3-(1H-imidazol-1-yl)-5-methoxy-1-methyl-1H-indol-2-yl)-N-(2-methoxyethyl)-N-methyl-1H-1,2,4-triazole-3-carboxamide ClC1=C(C=C2C(=C(N(C2=C1F)C)C1=NC(=NN1)C(=O)N(C)CCOC)N1C=NC=C1)OC